(S)-8-(2-amino-6-((R)-2,2,2-trifluoro-1-(3'-fluoro-4'-methyl-[1,1'-biphenyl]-4-yl)ethoxy)pyrimidin-4-yl)-2,8-diazaspiro[4.5]decane-3-carboxylic acid NC1=NC(=CC(=N1)N1CCC2(C[C@H](NC2)C(=O)O)CC1)O[C@@H](C(F)(F)F)C1=CC=C(C=C1)C1=CC(=C(C=C1)C)F